N1C=CC2=CC=C(C=C12)N1CCN(CC1)CC1=CC=C2C(N(C(NC2=C1)=O)CC)=O 7-((4-(1H-indol-6-yl)piperazin-1-yl)methyl)-3-ethylquinazoline-2,4(1H,3H)-dione